benzyl 4-((3-ethyl-2,4-dihydroxy-6-methylbenzoyl)oxy)-2,3,5,6-tetramethylbenzoate C(C)C=1C(=C(C(=O)OC2=C(C(=C(C(=O)OCC3=CC=CC=C3)C(=C2C)C)C)C)C(=CC1O)C)O